O1CCC(CC1)CN1C=CC2=CC(=CC=C12)C(=O)O 1-((tetrahydro-2H-pyran-4-yl)methyl)-1H-indole-5-carboxylic acid